ClC1=CC(=C(C=N1)C#CCCO)N1CCC(CC1)(C)CO 4-(6-Chloro-4-(4-(hydroxymethyl)-4-methyl-1-piperidyl)-3-pyridyl)but-3-yn-1-ol